[C@@H]1(C[C@H](O)[C@H](O1)CO)N1C=C(C=C1)[N+](=O)[O-] 1-(2-deoxy-β-D-ribofuranosyl)-3-nitropyrrole